7-chloro-1-methyl-N4-(5,6,7,8-tetrahydroquinolin-3-yl)-1H-benzo[d]imidazole-2,4-diamine hydrochloride Cl.ClC1=CC=C(C2=C1N(C(=N2)N)C)NC=2C=NC=1CCCCC1C2